2,4-dimethylpentan-1,3-diene CC(=C)C=C(C)C